N1(CCCC1)CC=1C=NNC1 4-(pyrrolidin-1-ylmethyl)-1H-pyrazole